3-{4-[(3R,4S)-4-Amino-3-methoxypiperidin-1-yl]-3-(3,5-difluorophenyl)chinolin-6-yl}-2-hydroxybenzonitril N[C@@H]1[C@@H](CN(CC1)C1=C(C=NC2=CC=C(C=C12)C=1C(=C(C#N)C=CC1)O)C1=CC(=CC(=C1)F)F)OC